tert-butyl 3-(((7-chloro-8-fluoro-2-(((2R,7aS)-2-fluorohexahydro-1H-pyrrolizin-7a-yl)methoxy)pyrido[4,3-d]pyrimidin-4-yl)(methyl)amino)methyl)azetidine-1-carboxylate ClC1=C(C=2N=C(N=C(C2C=N1)N(C)CC1CN(C1)C(=O)OC(C)(C)C)OC[C@]12CCCN2C[C@@H](C1)F)F